C(C)(=O)O[C@H]([C@@H](CN)OC(C)=O)[C@@H]1O[C@@](C[C@@H]([C@H]1NC(COC(C)=O)=O)OC(C)=O)(OCCOCCOCC#C)C(=O)OC (1R,2R)-1-((2R,3R,4S,6R)-4-acetoxy-3-(2-acetoxyacetamido)-6-(methoxycarbonyl)-6-(2-(2-(prop-2-yn-1-yloxy)ethoxy)ethoxy)tetrahydro-2H-pyran-2-yl)-3-aminopropane-1,2-diyl diacetate